2,2-dimethyl-1,3-bis(chlorodimethylsilyl)-1,3-diaza-2-silacyclopentane C[Si]1(N(CCN1[Si](C)(C)Cl)[Si](C)(C)Cl)C